tert-butyl 4-(2-bromo-5-ethyl-7-oxo-4-(2-oxo-2-((4-(trifluoromethoxy)phenyl)amino)ethyl)-4,7-dihydro-[1,2,4]triazolo[1,5-a]pyrimidin-6-yl)piperazine-1-carboxylate BrC1=NN2C(N(C(=C(C2=O)N2CCN(CC2)C(=O)OC(C)(C)C)CC)CC(NC2=CC=C(C=C2)OC(F)(F)F)=O)=N1